(S)-6-(3-chlorophenyl)-2-((3-methyl-4-(4-methylpiperazin-1-yl)phenyl)amino)-8-(1-propionylpiperidin-3-yl)pyrido[2,3-d]pyrimidin-7(8H)-one ClC=1C=C(C=CC1)C1=CC2=C(N=C(N=C2)NC2=CC(=C(C=C2)N2CCN(CC2)C)C)N(C1=O)[C@@H]1CN(CCC1)C(CC)=O